6-((5-Fluoro-1-methyl-1H-indazol-6-yl)methyl)-2-azaspiro[3.3]heptan FC=1C=C2C=NN(C2=CC1CC1CC2(CNC2)C1)C